C(C)(=O)NC1=C(C(=NC=N1)NC=1C=C2C=NNC2=CC1OC)C(=O)OCC 5-((6-(Acetylamino)-5-ethoxycarbonylpyrimidin-4-yl)amino)-6-methoxy-1H-indazole